N-(4-amino-1H-pyrazolo[4,3-c]pyridin-7-yl)-2-((2R,5S)-5-methyl-2-(2-methylbenzo[d]thiazol-5-yl)piperidin-1-yl)-2-oxoacetamide NC1=NC=C(C2=C1C=NN2)NC(C(=O)N2[C@H](CC[C@@H](C2)C)C=2C=CC1=C(N=C(S1)C)C2)=O